ClC=1C=2C(=CNC2C2=C(C1)CN(S(N2)(=O)=O)CC2=CC(=CC=C2)Cl)Cl 6,7-dichloro-3-(3-chlorobenzyl)-1,3,4,9-tetrahydro-[1,2,6]thiadiazino[4,3-g]indole 2,2-dioxide